α-methylglutamine C[C@](N)(CCC(N)=O)C(=O)O